2-(3-chloropyrazin-2-yl)-4-methyl-1,3,4-oxadiazin-5-one ClC=1C(=NC=CN1)C=1OCC(N(N1)C)=O